1-(3-chloro-2-methylpyridin-4-yl)-5-(trifluoromethyl)-1H-pyrazole-4-carboxylic acid ethyl ester C(C)OC(=O)C=1C=NN(C1C(F)(F)F)C1=C(C(=NC=C1)C)Cl